OC1=C(NC=C2COC(OC2)(C)C)C=C(C=C1)C 5-[(2-hydroxy-5-methylanilino)methylidene]-2,2-dimethyl-1,3-dioxane